(S)-N-(4-(4'-formyl-[1,1'-biphenyl]-3-yl)thiazol-2-yl)-1-(5-methyl-1-(methylsulfonyl)-1H-pyrrole-3-carbonyl)azetidine-2-carboxamide C(=O)C1=CC=C(C=C1)C1=CC(=CC=C1)C=1N=C(SC1)NC(=O)[C@H]1N(CC1)C(=O)C1=CN(C(=C1)C)S(=O)(=O)C